(Z)-dec-4-en-1-yl 7-bromoheptanoate BrCCCCCCC(=O)OCCC\C=C/CCCCC